CALCIUM-SILICON-ALUMINUM-MAGNESIUM OXIDE [O-2].[Mg+2].[Al+3].[Si+4].[Ca+2]